tert-Butyl (S)-2-((S)-2-((((9H-fluoren-9-yl)methoxy)carbonyl)amino)-3-(1H-indol-3-yl)propanamido)-6-diazo-5-oxohexanoate C1=CC=CC=2C3=CC=CC=C3C(C12)COC(=O)N[C@H](C(=O)N[C@H](C(=O)OC(C)(C)C)CCC(C=[N+]=[N-])=O)CC1=CNC2=CC=CC=C12